cyclohexanecarboxylic acid sodium salt [Na+].C1(CCCCC1)C(=O)[O-]